2-amino-terephthalic dihydrazide NC1=C(C(=O)NN)C=CC(=C1)C(=O)NN